(R)-benzyl 11-(3-(5,5-difluoro-1,4,5,6-tetrahydropyrimidin-2-ylamino)phenyl)-1-(9H-fluoren-9-yl)-3,8,11-trioxo-2-oxa-4,7,10-triazaundecane-5-carboxylate FC1(CN=C(NC1)NC=1C=C(C=CC1)C(NCC(NC[C@@H](NC(OCC1C2=CC=CC=C2C=2C=CC=CC12)=O)C(=O)OCC1=CC=CC=C1)=O)=O)F